FC=1C=C(N)C=CC1C=1C=NC(=CC1)C=1N=NN(N1)C 3-fluoro-4-(6-(2-methyltetrazol-5-yl)pyridin-3-yl)aniline